5-(1H-imidazol-1-yl)-2-(3-(methyl((1S,3R,5R)-1-methyl-8-azabicyclo[3.2.1]octan-3-yl)amino)-1,2,4-triazin-6-yl)phenol N1(C=NC=C1)C=1C=CC(=C(C1)O)C1=CN=C(N=N1)N([C@H]1C[C@@]2(CC[C@H](C1)N2)C)C